(3,5-di-tert-amyl-2-hydroxyphenyl) benzotriazoleacetyl-succinate N1N=NC2=C1C=CC=C2CC(=O)C(C(=O)OC2=C(C(=CC(=C2)C(C)(C)CC)C(C)(C)CC)O)CC(=O)[O-]